C(C)(C)(C)OC(C=C1C[C@@]2(CCC(N2C1)=O)C(=O)OCC)=O ethyl (S)-2-(2-(tert-butoxy)-2-oxoethylidene)-5-oxotetrahydro-1H-pyrrolizine-7a(5H)-carboxylate